C1(=CC=CC2=CC=CC(=C12)C(=O)OC(C)(C)C)C1=CC2=CC(=CC=C2C=C1)C1=CC=CC2=CC=CC(=C12)C(=O)OC(C)(C)C di-tert-butyl [1,2':7',1''-ternaphthalene]-8,8''-dicarboxylate